C(C)(C)(C)N1C=C(C=C1)C(=O)NCC1=NC(=NO1)C=1N(C2=CC=CC(=C2C1)N[C@@H]1CN(CC[C@@H]1F)C(=O)OC(C)(C)C)CC(F)(F)F tert-butyl (3R,4S)-3-[[2-[5-[[(1-tert-butylpyrrole-3-carbonyl)amino]methyl]-1,2,4-oxadiazol-3-yl]-1-(2,2,2-trifluoroethyl) indol-4-yl]amino]-4-fluoro-piperidine-1-carboxylate